C(#C)C=1C=C(C=CC1)N1C(C=2C(=NC=3C=CC(=CC3C2C1=O)F)C)=O 2-(3-ethynylphenyl)-8-fluoro-4-methyl-1H,2H,3H-pyrrolo[3,4-c]quinoline-1,3-dione